NC1=C(C(=O)[O-])C=CC=C1C(=O)[O-] aminoisophthalate